2-[[6-(trifluoromethyl)-3-pyridyl]oxy]acetamide FC(C1=CC=C(C=N1)OCC(=O)N)(F)F